C(#C)C1=CC=C(C(=O)OCC#N)C=C1 Cyanomethyl 4-ethynylbenzoate